7-fluoro-1-methyl-2-(4-(methylsulfonyl)phenyl)-5-(1'-(oxetan-3-yl)-[1,4'-bipiperidin]-4-yl)-1H-benzo[d]imidazole FC1=CC(=CC2=C1N(C(=N2)C2=CC=C(C=C2)S(=O)(=O)C)C)C2CCN(CC2)C2CCN(CC2)C2COC2